O=C1NC(CCC1N1C(C2=CC=CC(=C2C1=O)NCCOCCOCCOCC(=O)OC(C)(C)C)=O)=O tert-butyl 2-[2-[2-[2-[[2-(2,6-dioxo-3-piperidyl)-1,3-dioxo-isoindolin-4-yl]amino]ethoxy]ethoxy]ethoxy]acetate